distearylcholine C(CCCCCCCCCCCCCCCCC)C(O)(C[N+](C)(C)C)CCCCCCCCCCCCCCCCCC